NC=1C(=C2C(=NC1C(=O)N)N(C=C2C#N)CC)C2=C(C(=CC=C2)O)C (M)-5-amino-3-cyano-1-ethyl-4-(3-hydroxy-2-methylphenyl)-1H-pyrrolo[2,3-b]pyridine-6-carboxamide